(S)-5-(4,4-difluoro-1-methoxycyclohexane-1-carbonyl)-N-((S)-3-oxo-1-((S)-2-oxopyrrolidin-3-yl)-4-(trifluoromethoxy)butan-2-yl)-5-azaspiro[2.4]heptane-6-carboxamide FC1(CCC(CC1)(C(=O)N1CC2(CC2)C[C@H]1C(=O)N[C@@H](C[C@H]1C(NCC1)=O)C(COC(F)(F)F)=O)OC)F